C1(CC1)CNC1=CC(=CC(=N1)N1C(C2=CC(=CC(=C2C1)C(F)(F)F)CNC1(CCC1)C)=O)C1(CCC1)CC1=NN=CN1C 2-(6-((cyclopropylmethyl)amino)-4-(1-((4-methyl-4H-1,2,4-triazol-3-yl)methyl)cyclobutyl)pyridin-2-yl)-6-(((1-methylcyclobutyl)amino)methyl)-4-(trifluoromethyl)isoindolin-1-one